NC1=C(C=O)C(=CC=N1)Cl 2-amino-4-chloronicotinaldehyde